NC1=NC=NC=2C3=C(CC(C12)(C)C)C(=C(C=C3)O[C@@H]3CC[C@H](CC3)NC(OC(C)(C)C)=O)N(C)CCN3C(C1=CC=CC=C1C3=O)=O tert-butyl N-[trans-4-[[4-amino-7-[2-(1,3-dioxoisoindolin-2-yl)ethyl-methyl-amino]-5,5-dimethyl-6H-benzo[h]quinazolin-8-yl]oxy]cyclohexyl]carbamate